ClC=1C=CC=C2C=CC=C(C12)C1=C(C=2N=C(N=C(C2C=N1)N1[C@H](CN(CC1)C(=O)OC(C)(C)C)C)S(=O)(=O)C)F tert-butyl (S)-4-(7-(8-chloronaphthalen-1-yl)-8-fluoro-2-(methylsulfonyl)pyrido[4,3-d]pyrimidin-4-yl)-3-methylpiperazine-1-carboxylate